copper-indium selenide [In]=[Se].[Cu]